C(C#CCCCCC)(=O)O.COC(C(=O)OCCCCCCCC)=CC1=CC=CC=C1 octyl methoxycinnamate (octynate)